C(C=C)(=O)OC1CC(CCC1)C 3-methyl-1-cyclohexyl acrylate